C(C)(C)(C)OC(NC(C)C1=CC(=C(C=C1)SC)OC)=O (1-(3-methoxy-4-(methylthio)phenyl)ethyl)carbamic acid tert-butyl ester